(benzotriazol-1-yl)-N,N,N',N'-Tetramethyluronium N1(N=NC2=C1C=CC=C2)OC(=[N+](C)C)N(C)C